C(CCC)C[N-]C1=C(C=CC=C1)F n-butyl-(2-fluoro-phenyl)(methyl)amide